1-((3S,5R)-1-acryloyl-5-(methoxymethyl)pyrrolidin-3-yl)-5-(methylamino)-3-((4,6,7-trifluoro-1-methyl-1H-benzo[d]imidazol-5-yl)ethynyl)-1H-pyrazole-4-carboxamide C(C=C)(=O)N1C[C@H](C[C@@H]1COC)N1N=C(C(=C1NC)C(=O)N)C#CC1=C(C2=C(N(C=N2)C)C(=C1F)F)F